C1CC=COC1 dihydropyrane